(S)-3-(2-chloro-4'-(2-oxopyridin-1(2H)-yl)-[1,1'-biphenyl]-3-yl)piperidine-2,6-dione ClC1=C(C=CC=C1[C@H]1C(NC(CC1)=O)=O)C1=CC=C(C=C1)N1C(C=CC=C1)=O